3-(5-(difluoromethyl)-1,3,4-thiadiazol-2-yl)-8-((2S,6S)-2,6-dimethylmorpholino)-N-(3-methyloxetan-3-yl)imidazo[1,5-a]pyridine-6-sulfonamide FC(C1=NN=C(S1)C1=NC=C2N1C=C(C=C2N2C[C@@H](O[C@H](C2)C)C)S(=O)(=O)NC2(COC2)C)F